C1C(CC2CC(CC12)=O)=O tetrahydropentalene-2,5(1h,3h)-dione